3-((15,15-dimethylhexadec-13-yn-1-yl)thio)propyl hydrogen ((((R)-1-(6-amino-9H-purin-9-yl)propan-2-yl)oxy)methyl)phosphonate NC1=C2N=CN(C2=NC=N1)C[C@@H](C)OCP(OCCCSCCCCCCCCCCCCC#CC(C)(C)C)(O)=O